C(C1=CC=CC=C1)OC(C)C1=CC(=CC=2NCN(S(C21)(=O)=O)[C@@H](C(C)C2=C(C(=CC=C2F)C)C)C2=NNC(O2)=O)Cl 5-((1S)-1-(8-(1-(benzyloxy)ethyl)-6-chloro-1,1-dioxido-3,4-dihydro-2H-benzo[e][1,2,4]thiadiazin-2-yl)-2-(6-fluoro-2,3-dimethylphenyl)propyl)-1,3,4-oxadiazol-2(3H)-one